2,6-dichloro-4-(dibenzylamino)benzaldehyde ClC1=C(C=O)C(=CC(=C1)N(CC1=CC=CC=C1)CC1=CC=CC=C1)Cl